C(C)(C)(C)NS(=O)(=O)C1=CC=C(C=C1)C1(C(N(C2=CC=CC=C12)C1=C2C=CN=CC2=CC=C1)=O)O N-tert-butyl-4-[3-hydroxy-1-(5-isoquinolyl)-2-oxo-indolin-3-yl]benzenesulfonamide